ClC1=CC=C(OC2=CC(=C(C=C2)C(=C)C)C(F)(F)F)C=C1 2-[4-(4-chlorophenoxy)-2-trifluoromethylphenyl]propene